1-(o-tolylcarbamothioyl)-3-[[4-[1-[4-(trifluoromethoxy)phenyl]-1H-1,2,4-triazol-3-yl]phenyl]methyl]urea C1(=C(C=CC=C1)NC(=S)NC(=O)NCC1=CC=C(C=C1)C1=NN(C=N1)C1=CC=C(C=C1)OC(F)(F)F)C